COC=1C(=CC=2C3=C(C=NC2C1)N=C(N3CC3=CC=C(C=C3)S(=O)(=O)N)C)OC 4-((7,8-dimethoxy-2-methyl-1H-imidazo[4,5-c]quinolin-1-yl)methyl)benzenesulfonamide